6-(3-Ethyl-5-(6-methylpyridin-2-yl)-4H-1,2,4-triazol-4-yl)imidazo[1,2-a]pyridine-3-Formamide C(C)C1=NN=C(N1C=1C=CC=2N(C1)C(=CN2)C(=O)N)C2=NC(=CC=C2)C